di((trimethylphenyl)methyl)phenol CC1=C(C(=C(C=C1)CC=1C(=C(C=CC1)O)CC1=C(C(=C(C=C1)C)C)C)C)C